C(=O)C1CN(CC1CNC(=O)OCC[Si](C)(C)C)C(=O)OC(C)(C)C tert-Butyl 3-formyl-4-[({[2-(trimethylsilyl)ethoxy]carbonyl}amino)methyl]pyrrolidine-1-carboxylate